NC1=C(C(C)=C(C=C1)N)S(=O)(=O)O 3,6-diamino-2-toluenesulfonic acid